C(C)C1=NN(C2=C1C(NCC1(CCOCC1)C2)=O)CC(COC(C2=CC(=CC=C2)C(N)=O)=O)(C)C 3-carbamoyl-benzoic acid [3-(3-ethyl-4-oxo-spiro[6,8-dihydro-5H-pyrazolo[4,3-c]azepin-7,4'-tetrahydropyran]-1-yl)-2,2-dimethyl-propyl] ester